4-(4-Fluoro-3-(3-((isopropylamino)methyl)azetidin-1-carbonyl)benzyl)phthalazin-1(2H)-on Hydrochlorid Cl.FC1=C(C=C(CC2=NNC(C3=CC=CC=C23)=O)C=C1)C(=O)N1CC(C1)CNC(C)C